C1(=CC=CC=C1)CCCCC(=O)O 5-phenyl-valeric acid